ClC=1C=C(NC2(CCC3([C@H](CC4=CC=CC=C34)C[C@H](CC)COC3=CC=CC=C3)CC2)C(=O)O)C=CC1 (1r,2'S,4S)-4-(3-chloroanilino)-2'-[(2S)-2-(phenoxymethyl)butyl]-2',3'-dihydrospiro[cyclohexane-1,1'-indene]-4-carboxylic acid